R-(+)-alpha-methylbenzyl-ammonium iodide [I-].C[C@H](C1=CC=CC=C1)[NH3+]